COCCCCOC Tetramethylene glycol dimethyl ether